ClC1=C(C=CC=C1Cl)S(=O)(=O)NC1=CC=C2C3(C(NC2=C1)=O)CCC3 2,3-dichloro-N-(2'-oxospiro[cyclobutane-1,3'-indolin]-6'-yl)benzenesulfonamide